CN(C=1N=NC(=CN1)C1=C(C=C(C=C1)N1N=C(N=N1)C)O)C1(CCNCC1)C 2-(3-(methyl(4-methylpiperidin-4-yl)amino)-1,2,4-triazin-6-yl)-5-(5-methyl-2H-tetrazol-2-yl)phenol